FC=1C=C(C=CC1N1C[C@@H](CC1)N(C)C)C1(NNC(=N1)N)N 3-(3-fluoro-4-(3-(3R)-dimethylaminopyrrolidin-1-yl)phenyl)-1H-1,2,4-triazole-3,5-diamine